ClC=1C(=C(C=CC1)NC1=C(NC2=C1C(NCC2)=O)C2=C(C=NC=C2)C#CC2(CC2)NC([O-])=O)OC N-{1-[2-(4-{3-[(3-chloro-2-methoxyphenyl)amino]-4-oxo-1H,5H,6H,7H-pyrrolo[3,2-c]pyridin-2-yl}pyridin-3-yl)ethynyl]cyclopropyl}carbamate